4-[(3-methanesulfonylpyridin-2-yl)amino]-N-(2H3)methyl-6-[(1r,2r)-2-methylcyclopropanamido]pyridazine-3-carboxamide CS(=O)(=O)C=1C(=NC=CC1)NC1=C(N=NC(=C1)NC(=O)[C@H]1[C@@H](C1)C)C(=O)NC([2H])([2H])[2H]